tert-butyl (3-((4-(2-amino-1H-benzo[d]imidazol-4-yl)-2-(N,N-bis(4-methoxybenzyl)sulfamoyl)-3-(2-(4-methoxybenzyl)-2H-tetrazol-5-yl)phenyl)sulfonyl)propyl)carbamate NC1=NC2=C(N1)C=CC=C2C2=C(C(=C(C=C2)S(=O)(=O)CCCNC(OC(C)(C)C)=O)S(N(CC2=CC=C(C=C2)OC)CC2=CC=C(C=C2)OC)(=O)=O)C=2N=NN(N2)CC2=CC=C(C=C2)OC